NC(CNC1=NC(=C2C(=N1)N(N=C2)C)NC2=CC=C(C=C2)C(F)(F)F)C2CC2 6-N-(2-amino-2-cyclopropylethyl)-1-methyl-4-N-[4-(trifluoromethyl)phenyl]pyrazolo[3,4-d]pyrimidine-4,6-diamine